(R)-3-(6-(2,5-diazaspiro[3.5]nonan-2-yl)pyridazin-3-yl)-5-(1-(3,5-dichloropyridin-4-yl)ethoxy)-1H-indazole C1N(CC12NCCCC2)C2=CC=C(N=N2)C2=NNC1=CC=C(C=C21)O[C@H](C)C2=C(C=NC=C2Cl)Cl